4-methylbenzenesulfonic acid hex-5-yn-1-yl ester C(CCCC#C)OS(=O)(=O)C1=CC=C(C=C1)C